N1N=NC(=C1)C1=CC=C2C=3C=CC(=CC3CC2=C1)C=1N=NNC1C(=O)OCCCN1CCOCC1 3-morpholinopropyl 4-(7-(1H-1,2,3-triazol-4-yl)-9H-fluoren-2-yl)-1H-1,2,3-triazole-5-carboxylate